ClC1=NC(=NC(=N1)C1=CC=CC=C1)Cl dichloro-6-phenyl-1,3,5-triazine